methyl (R)-2-hydroxy-2-((R)-2-((R)-1-((2S,3R)-3-hydroxy-2-(6-phenylpicolinamido) butanamido)-3-methylbutyl)-5-oxo-1,3,2-dioxaborolan-4-yl)acetate O[C@@H](C(=O)OC)[C@H]1OB(OC1=O)[C@H](CC(C)C)NC([C@H]([C@@H](C)O)NC(C1=NC(=CC=C1)C1=CC=CC=C1)=O)=O